OC1=C(C=C(C=C1)C=1C=C(C=C(C1O)C1=CC(=C(C=C1)O)C(C)C)C(C)(C)C1=CC=C(C=C1)C(CC1=CC(=C(C(=C1)C1=CC(=C(C=C1)O)C(C)C)O)C1=CC(=C(C=C1)O)C(C)C)C1=CC(=C(C(=C1)C1=CC(=C(C=C1)O)C(C)C)O)C1=CC(=C(C=C1)O)C(C)C)C(C)C 4,4'-[1-{4-[1-(3,5-bis(4-hydroxy-3-isopropylphenyl)-4-hydroxyphenyl)-1-methylethyl]phenyl}ethylene]bis[2,6-bis(4-hydroxy-3-isopropylphenyl)phenol]